ClC=1N=C(C2=CC(=CC=C2C1)C=1C=C(C(N(C1)C)=O)C)C(COC1OCCCC1)(C1=CC=CC=C1)OCC 5-(3-chloro-1-(1-ethoxy-1-phenyl-2-((tetrahydro-2H-pyran-2-yl)oxy)ethyl)isoquinolin-7-yl)-1,3-dimethylpyridine-2(1H)-one